CC1=CC=C(\C=N\N2C(N(CCC2)C2(CN3C(C(C3S2)NC(CC2=CC=CC=C2)=O)=O)C(=O)[O-])=O)C=C1 3-(((E)-4-methylbenzylidene)amino-2-oxotetrahydropyrimidin-1(2H)-yl)-7-oxo-6-(2-phenylacetamido)-4-thia-1-azabicyclo[3.2.0]heptane-3-carboxylate